ClCC1=CC=C(C(=O)NC=2C=CC=3N(C4=CC=CC=C4C3C2)CC)C=C1 4-(chloromethyl)-N-(9-ethyl-9H-carbazol-3-yl)-benzamide